3-(2-chloro-5-methylpyridin-4-yl)-6-[(3,5-difluoropyridin-2-yl)methoxy]-2-methylpyrimidin-4-one ClC1=NC=C(C(=C1)N1C(=NC(=CC1=O)OCC1=NC=C(C=C1F)F)C)C